N1(N=NC=C1)C1=NC=CC(=C1)C1=CC=C(C=C1)S(=O)([C@@H]1CC[C@H](CC1)NC1=NC=C(C=C1)C(F)(F)F)=N (4-(2-(1H-1,2,3-triazol-1-yl)pyridin-4-yl)phenyl)(imino)(trans-4-((5-(trifluoromethyl)pyridin-2-yl)amino)cyclohexyl)-λ6-sulfanone